S1C=NC2=C1C(=CC=C2)S(=O)(=O)O 7-benzothiazolesulfonic acid